CCCCCCCCCCCCCCCCOC[C@H](COC(=O)CCCCCCC/C=C\\CCCCCCCC)OC(=O)C The molecule is a 1-alkyl-2-acetyl-3-acyl-sn-glycerol in which the alkyl and acyl groups are specified as palmityl and oleoyl. It derives from a 1-O-palmityl-2-acetyl-sn-glycerol and an oleic acid.